C(C)(C)(C)NC(CN1CCC2(C[C@H]2C(=O)NC2=CC(=CC(=C2)C(F)(F)F)F)CC1)=O (R)-6-(2-(tert-butylamino)-2-oxoethyl)-N-(3-fluoro-5-(trifluoromethyl)phenyl)-6-azaspiro[2.5]octane-1-carboxamide